6-[4-(cyclopropylmethyl)piperazin-1-yl]-2-(4,6-dimethylpyrazolo[1,5-a]pyrazin-2-yl)quinazolin-4(3H)-one bistrifluoroacetate FC(C(=O)O)(F)F.FC(C(=O)O)(F)F.C1(CC1)CN1CCN(CC1)C=1C=C2C(NC(=NC2=CC1)C1=NN2C(C(=NC(=C2)C)C)=C1)=O